OC1=C(C=CC=C1O)S(=O)(=O)O 2,3-dihydroxybenzene-1-sulfonic acid